(Z)-1-(3-(5-(dimethylamino)-2-isopropylphenyl)-4-oxothiazolidin-2-ylidene)-3-(2-fluoro-4-(1-(4-((trifluoromethyl)thio)phenyl)-1H-1,2,4-triazol-3-yl)phenyl)urea CN(C=1C=CC(=C(C1)N1/C(/SCC1=O)=N/C(=O)NC1=C(C=C(C=C1)C1=NN(C=N1)C1=CC=C(C=C1)SC(F)(F)F)F)C(C)C)C